[Cl-].C(CCCCCCCCCCC)CP(C)C dodecyl-trimethyl-phosphine chloride